(1R,4R)-methyl 4-(6-(difluoromethyl)-5-nitro-2H-indazol-2-yl)cyclohexanecarboxylate FC(C=1C(=CC2=CN(N=C2C1)C1CCC(CC1)C(=O)OC)[N+](=O)[O-])F